FC1=CC(=C(C=C1)C=1C=CC=2N(C1)C(=CN2)CN(C)C)OCCC=2C(=NN(C2C)C)C [(6-{4-fluoro-2-[2-(1,3,5-trimethyl-1H-pyrazol-4-yl)ethoxy]phenyl}imidazo[1,2-a]pyridin-3-yl)methyl]dimethylamine